tert-butyl 4-(2-(4-(3-(2,6-bis(benzyloxy)pyridin-3-yl)-1-methyl-1H-indazol-6-yl)piperazin-1-yl)propan-2-yl)piperidine-1-carboxylate C(C1=CC=CC=C1)OC1=NC(=CC=C1C1=NN(C2=CC(=CC=C12)N1CCN(CC1)C(C)(C)C1CCN(CC1)C(=O)OC(C)(C)C)C)OCC1=CC=CC=C1